3-((2R,4R)-2,4-dimethylpiperidine-1-carbonyl)-4,5,6,7-tetrahydrobenzo[b]thiophen C[C@H]1N(CC[C@H](C1)C)C(=O)C=1C2=C(SC1)CCCC2